FC=1C=C(C(=O)NC2=CC3=CN(N=C3C=C2OC)C2CCC(CC2)C=O)C=C(C1)C(F)(F)F 3-fluoro-N-[2-(4-formylcyclohexyl)-6-methoxy-indazol-5-yl]-5-(trifluoromethyl)benzamide